2-bromo-4-fluoro-1-nitrobenzene BrC1=C(C=CC(=C1)F)[N+](=O)[O-]